NC1(C2C(C2CC1)C(=O)O)C(=O)O 2-aminobicyclo[3.1.0]hexane-2,6-dicarboxylic acid